tert-butyl 4-cyano-1-(3-cyclopentylbicyclo[1.1.1]pentan-1-yl)-3-(2-methoxy-2-oxoethyl)-1,4,6,7-tetrahydro-5H-pyrazolo[4,3-c]pyridine-5-carboxylate C(#N)C1N(CCC2=C1C(=NN2C21CC(C2)(C1)C1CCCC1)CC(=O)OC)C(=O)OC(C)(C)C